bromo-3'-methyl-7'-(2-phenyl-2-((tetrahydro-2H-pyran-4-yl)oxy)ethyl)-4'H-spiro[cyclobutane-1,5'-thieno[2,3-b]pyridine]-4',6'(7'H)-dione BrC1=C(C2=C(N(C(C3(C2=O)CCC3)=O)CC(OC3CCOCC3)C3=CC=CC=C3)S1)C